NCC1CCN(CC1)CC1=CC=C(C=C1)C1=CC=C(C=C1)C1=C(C2=C(NC(=N2)OC=2C=CC(=C(C(=O)O)C2)C)C=C1F)F 5-((5-(4'-((4-(aminomethyl)piperidin-1-yl)methyl)-[1,1'-biphenyl]-4-yl)-4,6-difluoro-1H-benzo[d]imidazol-2-yl)oxy)-2-methylbenzoic acid